4-(1-(3-trifluoromethylbenzyl)-2-methyl-1H-imidazo[4,5-b]piperazin-6-yl)-6-methyl-1H-pyrrolo[2,3-c]pyridin-7(6H)-one FC(C=1C=C(CN2C(=NC3=C2NC(CN3)C=3C2=C(C(N(C3)C)=O)NC=C2)C)C=CC1)(F)F